8-Methylsulfonyl-2,3,4,5-tetrahydro-1H-pyrido[4,3-b]indole hydrochloride Cl.CS(=O)(=O)C1=CC=2C3=C(NC2C=C1)CCNC3